C(=O)(O)CN(CCN1CCN(CCN(CC1)CC(=O)O)CC(=O)O)CC(=O)O 4-[2-(bis-carboxymethyl-amino)-ethyl]-7-carboxymethyl-[1,4,7]triazonan-1-yl-acetic acid